C(C1=CC=CC=C1)OC(=O)N1[C@H](CN(CC1)C1=C(C(=NC=2CN(CCC12)C1=CC=CC2=CC=CC(=C12)C)C(=O)O)C)CC#N (S)-4-(4-((benzyloxy)carbonyl)-3-(cyanomethyl)piperazin-1-yl)-3-methyl-7-(8-methylnaphthalen-1-yl)-5,6,7,8-tetrahydro-1,7-naphthyridine-2-carboxylic acid